NCC1(CCCCC1)CC1=NOC(N1)=O 3-((1-(aminomethyl)cyclohexyl)methyl)-4H-[1,2,4]oxadiazol-5-one